C(#C)C1=CC=C2C(=CNC2=C1)CN1CCC(CC1)C 6-ethynyl-3-((4-methylpiperidin-1-yl)methyl)-1H-indole